C(#N)C[C@@H](C1=CC=C(C=C1)S(=O)(=O)CC)NC(C1=CC=C(C=C1)C1NCCCC1)=O N-((S)-2-cyano-1-(4-(ethylsulfonyl)phenyl)ethyl)-4-(piperidin-2-yl)benzamide